4-acetyl-N-(2-oxo-2-((2,2,2-trifluoroethyl)amino)ethyl)-1-naphthamide C(C)(=O)C1=CC=C(C2=CC=CC=C12)C(=O)NCC(NCC(F)(F)F)=O